B([O-])([O-])[O-].[Li+].[Zr+4] zirconium lithium borate